C(C)C=1C=NC(=NC1)N1CCC2(C[C@H](CO2)NC[C@@H](COC=2C=C(C=CC2)S(=O)(=O)NC)O)CC1 3-((S)-3-((R)-8-(5-ethylpyrimidin-2-yl)-1-oxa-8-azaspiro[4.5]decan-3-ylamino)-2-hydroxypropoxy)-N-methylbenzenesulfonamide